6-formyl-3-(4,4,5,5-tetramethyl-1,3,2-dioxaborolane-2-yl)-1H-indole-7-carbonitrile C(=O)C1=CC=C2C(=CNC2=C1C#N)B1OC(C(O1)(C)C)(C)C